O1NCCCC1 dihydro-dihydroOxazine